5-((1S,5R)-1-(5-(morpholinomethyl)-1,3,4-oxadiazol-2-yl)-5-(trifluoromethyl)-3-azabicyclo[3.1.0]hexan-3-yl)quinoline-8-carbonitrile O1CCN(CC1)CC1=NN=C(O1)[C@@]12CN(C[C@]2(C1)C(F)(F)F)C1=C2C=CC=NC2=C(C=C1)C#N